ethyl bromocrotonate CCOC(=O)/C(=C/C)/Br